C(#N)N1CC(CC1)NC(C1=NC(=CC=C1)N1CC2=CC=CC=C2CC1)=O N-(1-cyanopyrrolidin-3-yl)-6-(3,4-dihydro-isoquinolin-2(1H)-yl)picolinamide